C(OC=C)(=O)Br vinyl bromocarbonate